C(CCC\C=C/C\C=C/C\C=C/C\C=C/CCCCC)C1(OCC(O1)CCO)CCCC\C=C/C\C=C/C\C=C/C\C=C/CCCCC 2,2-Diarachidonyl-4-(2-hydroxyethyl)[1,3]-dioxolane